Beryllium Carbide [Be]=C=[Be]